1,1-dimethylbiguanide HCl Cl.CN(C(=N)NC(=N)N)C